N-methyl-N-(2-(3-(5-(oxetan-3-yloxy)pyridin-2-yl)-1,2,4-thiadiazol-5-ylamino)-5-(trifluoromethyl)pyridin-3-yl)acetamide CN(C(C)=O)C=1C(=NC=C(C1)C(F)(F)F)NC1=NC(=NS1)C1=NC=C(C=C1)OC1COC1